BrC1=NN(C2=C1N=C(N=C2O)NC(=O)OC)CC=2C(=CC(=C(C(=O)OC)C2)F)OC methyl 5-((3-bromo-7-hydroxy-5-((methoxycarbonyl)-amino)-1H-pyrazolo[4,3-d]pyrimidin-1-yl)methyl)-2-fluoro-4-methoxybenzoate